1-(7-(difluoro(6-(trifluoromethyl)pyridin-3-yl)methyl)-3,4-dihydroisoquinolin-2(1H)-yl)prop-2-en-1-one FC(C1=CC=C2CCN(CC2=C1)C(C=C)=O)(C=1C=NC(=CC1)C(F)(F)F)F